C[Si](C)(C)N([Si](C)(C)C)[Al](N([Si](C)(C)C)[Si](C)(C)C)N([Si](C)(C)C)[Si](C)(C)C tris(di(trimethylsilyl)amino)aluminum